COC1=CN=C(C=2NC3=CC=C(C=C3C21)OC)C=C 4,6-dimethoxy-1-vinyl-9H-pyrido[3,4-b]indole